OC1=C2C(C=3C=CC(=CC3C(C2=C(C=C1)O)=O)C(=O)O)=O 5,8-dihydroxy-9,10-dioxo-9,10-dihydroanthracene-2-carboxylic acid